2'-fluoro-2,5'-bis(methoxymethoxy)-[1,1'-biphenyl] FC1=C(C=C(C=C1)OCOC)C1=C(C=CC=C1)OCOC